O=C1NC(CCC1C1=COC2=C1C=C(C=C2)NC(CCCCCC(N2CCCCC2)=O)=O)=O N-(3-(2,6-dioxopiperidin-3-yl)benzofuran-5-yl)-7-oxo-7-(piperidin-1-yl)heptanamide